N-(4-hydroxyphenyl)-4-(4-(pyrimidin-5-yl)phenyl)butanamide OC1=CC=C(C=C1)NC(CCCC1=CC=C(C=C1)C=1C=NC=NC1)=O